N-(9,9-dimethyl-9H-fluoren-2-yl)amine CC1(C2=CC=CC=C2C=2C=CC(=CC12)N)C